calcium 4-(6-oxo-2-(trifluoromethyl)-3,6-dihydrochromeno[7,8-d]imidazol-8-yl)benzonitrile O=C1C=C(OC2=C1C=CC=1NC(=NC12)C(F)(F)F)C1=CC=C(C#N)C=C1.[Ca]